C(C)(C)NC=1N=CC2=C(N1)NC=C2C2=CC=1N(C=C2)N=CC1C(=O)N[C@@H]1CC[C@H](CC1)OC 5-(2-(isopropylamino)-7H-pyrrolo[2,3-d]pyrimidin-5-yl)-N-(trans-4-methoxycyclohexyl)pyrazolo[1,5-a]pyridine-3-carboxamide